(4-amino-phenyl)-(9-methoxy-3H-benzo[e]indol-2-yl)-methanone NC1=CC=C(C=C1)C(=O)C=1NC=2C=CC3=C(C2C1)C(=CC=C3)OC